C(=O)(C=C)N([C@@H](CS)C(=O)O)C(=O)C=C bis(acryl)cysteine